rac-tert-butyl ((1S,4R)-4-hydroxy-3,3-dimethylcyclopentyl)(methyl)carbamate O[C@H]1C(C[C@@H](C1)N(C(OC(C)(C)C)=O)C)(C)C |r|